CN1CC(CCC1)NC1=CC=C(N=N1)C1=C(C=C(C=C1C(F)(F)F)C(F)(F)F)O 2-(6-((1-methylpiperidin-3-yl)amino)pyridazin-3-yl)-3,5-bis(trifluoromethyl)phenol